4-[[(2S,3s,4s,5r)-3-(3,4-difluoro-2-methoxy-phenyl)-4,5-dimethyl-5-(trifluoromethyl)tetrahydrofuran-2-carbonyl]amino]-6-methyl-pyridine-2-carboxamide FC=1C(=C(C=CC1F)[C@H]1[C@H](O[C@]([C@H]1C)(C(F)(F)F)C)C(=O)NC1=CC(=NC(=C1)C)C(=O)N)OC